C(C=C)N1C=C(C2=CC=CC=C12)CC1=C(N)C=CC=C1 2-[(1-allyl-1H-indol-3-yl)methyl]aniline